6-bromo-4-(benzyloxy)-pyrazolo[1,5-a]pyridine-3-carbonitrile BrC=1C=C(C=2N(C1)N=CC2C#N)OCC2=CC=CC=C2